4-(Difluoromethyl)-6-(1-methyl-1H-imidazol-5-yl)pyrimidine-2-carboxylic acid FC(C1=NC(=NC(=C1)C1=CN=CN1C)C(=O)O)F